1-(1-(3-fluorobenzoyl)-2,3-dihydro-1H-indol-5-yl)ethanone FC=1C=C(C(=O)N2CCC3=CC(=CC=C23)C(C)=O)C=CC1